(S or R,4R)-4-(difluoromethyl)-N'-((2,4,5,6-tetrahydro-1H-cyclobuta[f]inden-3-yl)carbamoyl)-4,5,6,7-tetrahydrothieno[3,2-c]pyridine-2-sulfonimidamide FC([C@@H]1NCCC2=C1C=C(S2)[S@](=O)(N)=NC(NC2=C1C(=CC=3CCCC23)CC1)=O)F |o1:11|